tert-butyl (E)-(2-((4-(cyclopropylcarbamoyl)-1H-pyrazol-1-yl)methyl)-3-fluoroallyl)carbamate C1(CC1)NC(=O)C=1C=NN(C1)C\C(\CNC(OC(C)(C)C)=O)=C\F